1-((3-cyclopropyl-1,2,4-oxadiazol-5-yl)methyl)-6-(4-methoxypyrrolo[2,1-f][1,2,4]triazin-5-yl)-2-methyl-1H-imidazo[4,5-d]pyridine C1(CC1)C1=NOC(=N1)CN1C(=NC=2C1=CC(=NC2)C=2C=CN1N=CN=C(C12)OC)C